BrC=1C=C(C=CC1Cl)N(C1CCN(CC1)C(=O)OC(C)(C)C)C Tert-butyl 4-((3-bromo-4-chlorophenyl)(methyl)amino)piperidine-1-carboxylate